pentyl-diMethyl-para-aminobenzoic acid C(CCCC)C=1C(=C(C(=C(C(=O)O)C1)C)C)N